NC1C[C@H](NC1)C(=O)O 4-aminoproline